N-benzoyl-5'-O-[bis(4-methoxyphenyl)phenylmethyl]-2'-O-methyl-adenosine C(C1=CC=CC=C1)(=O)NC=1C=2N=CN([C@H]3[C@H](OC)[C@H](O)[C@@H](COC(C4=CC=CC=C4)(C4=CC=C(C=C4)OC)C4=CC=C(C=C4)OC)O3)C2N=CN1